ClC=1C=CC(=C(C1)C1CC(C(O1)=O)=C)C=1C=NN(C1)C 5-(5-chloro-2-(1-methyl-1H-pyrazol-4-yl)phenyl)-3-methylenedihydrofuran-2(3H)-one